1-((3s,4r)-4-(4-fluorophenyl)-1-(2-methoxyethyl)pyrrolidin-3-yl)-3-(1',4,5'-trimethyl-1-phenyl-1h,1'h-[3,3'-bipyrazole]-5-yl)urea FC1=CC=C(C=C1)[C@H]1[C@@H](CN(C1)CCOC)NC(=O)NC1=C(C(=NN1C1=CC=CC=C1)C1=NN(C(=C1)C)C)C